[Li].S(=O)(=O)(N)N sulfamide lithium